4-Methyl-5-[4-(5-methyl-1,2,4-oxadiazol-3-yl)piperazine-1-carbonyl]-2-[4-(trifluoromethyl)-phenyl]benzene-1,3-dicarbonitrile CC1=C(C(=C(C=C1C(=O)N1CCN(CC1)C1=NOC(=N1)C)C#N)C1=CC=C(C=C1)C(F)(F)F)C#N